3-((3-(2-(diiso-propylamino)-ethyl)-1H-indol-4-yl)oxy)-3-oxopropanoic acid C(C)(C)N(CCC1=CNC2=CC=CC(=C12)OC(CC(=O)O)=O)C(C)C